ClC=1C=C(C=CC1OC1=CC=CC=C1)C1=NC(=NO1)N1C=CC2=CC(=CC=C12)CNCCC(=O)O 3-(((1-(5-(3-chloro-4-phenoxyphenyl)-1,2,4-oxadiazol-3-yl)-1H-indol-5-yl)methyl)amino)propanoic acid